NC1=CC(=NC=C1)N(C(C)=O)C1=CC(=C(C=C1)S(=O)(=O)C)Cl N-(4-aminopyridin-2-yl)-N-[3-chloro-4-(methylsulfonyl)phenyl]acetamide